N4-benzoyl-5'-O-(tert-butyldimethylsilyl)-3'-O-(methylthiomethyl)-2'-deoxycytidine C(C1=CC=CC=C1)(=O)NC1=NC(N([C@H]2C[C@H](OCSC)[C@@H](CO[Si](C)(C)C(C)(C)C)O2)C=C1)=O